C(=O)O.BrC1=C(C=C(C=C1)C=1C(=C(C(=NC1)N1CCC(CC1)NCC1=CC=C(C=C1)/C=C/C(=O)NO)C#N)C1=CC(=C(C=C1)C#N)F)O (E)-3-(4-(((1-(5-(4-Bromo-3-hydroxyphenyl)-3-cyano-4-(4-cyano-3-fluorophenyl)pyridin-2-yl)piperidin-4-yl)amino)methyl)phenyl)-N-hydroxyacrylamide formate